C1(CC1)C=1C(=C2C(C(N(C2=CC1)CC(=O)NC(C(CC(=O)OC(C)(C)C)C)C)=O)(C)C)F tert-butyl 4-(2-(5-cyclopropyl-4-fluoro-3,3-dimethyl-2-oxoindolin-1-yl)acetamido)-3-methylpentanoate